(4S,6R)-4-ethylamino-6-methyl-5,6-dihydro-4H-thieno[2,3-b]thiopyran-2-sulfonamide 7,7-dioxide C(C)N[C@@H]1C2=C(S([C@@H](C1)C)(=O)=O)SC(=C2)S(=O)(=O)N